COC1=CC=C(C=C1)C(C1=CC=CC=C1)(C1=CC=CC=C1)NC1=C2N=CN(C2=NC=N1)[C@@H]1O[C@@H]([C@@H]2[C@H]1OC(O2)(C)C)/C=C/C(=O)OC methyl (E,Z)-3-((3aR,4R,6R,6aR)-6-(6-(((4-methoxyphenyl)diphenylmethyl)amino)-9H-purin-9-yl)-2,2-dimethyltetrahydrofuro[3,4-d][1,3]dioxol-4-yl)acrylate